CC1=NC2=C(N1C1=CC=C(C(=O)N([C@H]3CNCCC3)C3=NC=CC4=CC=CC(=C34)C)C=C1)C=CC=C2 (R)-4-(2-methyl-1H-benzo[d]imidazol-1-yl)-N-(8-methylisoquinolin-1-yl)-N-(piperidin-3-yl)benzamide